[N+](=O)([O-])C(=CC1=CC=C(C=C1)SC#N)C 4-(2-nitroprop-1-enyl)phenyl-thiocyanide